FC1(CCCCC1)CNC(CC1C(NC2=CC=CN=C2C1)=O)=O N-((1-fluorocyclohexyl)methyl)-2-(2-oxo-1,2,3,4-tetrahydro-1,5-naphthyridin-3-yl)acetamide